(3S,4S)-8-(5-((8-chloro-2-methylimidazo[1,2-a]pyridin-7-yl)thio)-3-((methoxymethoxy)methyl)-6-methylpyrazin-2-yl)-3-methyl-2-oxa-8-azaspiro[4.5]decan-4-amine ClC=1C=2N(C=CC1SC=1N=C(C(=NC1C)N1CCC3([C@@H]([C@@H](OC3)C)N)CC1)COCOC)C=C(N2)C